1,3,4-trimethyl-2-ethyl-imidazolinium C[NH+]1C(N(C(C1)C)C)CC